2-cyano-4,4-difluoropyrrolidine C(#N)C1NCC(C1)(F)F